3-((4-((tert-butyldimethylsilyl)oxy)tetrahydrofuran-3-yl)amino)-5-methoxybenzonitrile [Si](C)(C)(C(C)(C)C)OC1C(COC1)NC=1C=C(C#N)C=C(C1)OC